N-methyl[5-chloro-3-(2-pyridyl)-2H-1,2,4,6-tetraazainden-7-yl]amine CNC1=NC(=NC2=C(NN=C12)C1=NC=CC=C1)Cl